1-(2,6-dimethyl-cyclohex-3-en-1-yl)-2,2-dimethyl-propan-1-ol (R)-ethyl-2-(2-((7-(3-(aminomethyl)phenyl)benzofuran-5-yl)carbamoyl)pyrrolidin-1-yl)acetate C(C)[C@H](C(=O)OC(C(C)(C)C)C1C(C=CCC1C)C)N1C(CCC1)C(NC=1C=C(C2=C(C=CO2)C1)C1=CC(=CC=C1)CN)=O